2-(trifluoromethyl)azetidin-1-yl-methanone FC(C1N(CC1)C=O)(F)F